COC(CNC1=NC(=NC=2N1N=CC2Br)SC)=O N-[8-bromo-2-(methylsulfanyl)pyrazolo[1,5-a][1,3,5]triazin-4-yl]glycine methyl ester